FC1=C2C(=CNC2=CC(=C1)F)CC1N(CCC1)C 4,6-difluoro-3-((1-methylpyrrolidin-2-yl)methyl)-1H-indole